C(C)C=1C(NC2=C(N1)C=NC(=C2F)C=O)=O 3-ethyl-8-fluoro-2-oxo-1,2-dihydropyrido[3,4-b]pyrazin-7-al